O=C1NC(CCC1NC1=CC(=C(C(=C1)F)N1CCN(CC1)CC1CCN(CC1)C(CC(C(=O)OCC1=CC=CC=C1)(C)C)=O)F)=O benzyl 4-[4-[[4-[4-[(2,6-dioxo-3-piperidyl)amino]-2,6-difluoro-phenyl]piperazin-1-yl]methyl]-1-piperidyl]-2,2-dimethyl-4-oxo-butanoate